NC1=CC=C(C=N1)C=1C=CC(=C(C(=O)O)C1)N1C(C2=CC=C(C=C2C1=O)C=1N=NNC1)=O 5-(6-Amino-pyridin-3-yl)-2-[1,3-dioxo-5-(1H-[1,2,3]triazol-4-yl)-1,3-dihydroisoindol-2-yl]-benzoic acid